1-(1H-indol-3-yl)-3-(4-((3-methylisoxazol-5-yl)methyl)-3,4-dihydro-2H-benzo[b][1,4]thiazin-7-yl)urea N1C=C(C2=CC=CC=C12)NC(=O)NC=1C=CC2=C(SCCN2CC2=CC(=NO2)C)C1